3-(4-amino-6-((2,2-difluoroethyl)(methyl)amino)pyrido[3,4-d]pyrimidin-8-yl)-2,4-dimethylphenol NC=1C2=C(N=CN1)C(=NC(=C2)N(C)CC(F)F)C=2C(=C(C=CC2C)O)C